C1=C(C=CC2=CC=CC=C12)C(CC)=O 1-(naphthalen-2-yl)propan-1-one